6-Chloro-3-[[(1R)-1-(3,6-dimethyl-4-oxo-2-phenyl-chromen-8-yl)ethyl]amino]-N-sulfamoyl-pyridine-2-carboxamide ClC1=CC=C(C(=N1)C(=O)NS(N)(=O)=O)N[C@H](C)C=1C=C(C=C2C(C(=C(OC12)C1=CC=CC=C1)C)=O)C